OC[C@@H]1NC([C@H](N(C2=C(C1)C=CC(=C2)C=O)C)C(C)C)=O (2R,5R)-5-(hydroxymethyl)-2-isopropyl-1-methyl-3-oxo-1,2,3,4,5,6-hexahydro-1,4-benzodiazocine-9-carbaldehyde